ClC1=CC=C2C(=CC(=NC2=C1Cl)N1[C@@H](CCC1)CC#CC(=O)O)N1C=NC=C1 (S)-4-(1-(7,8-dichloro-4-(1H-imidazol-1-yl)quinolin-2-yl)pyrrolidin-2-yl)but-2-ynoic acid